N'-(4-methoxybenzylidene)-5-oxo-5-phenylpentanhydrazide COC1=CC=C(C=NNC(CCCC(C2=CC=CC=C2)=O)=O)C=C1